S(SS)CCCN 3-(trisulfanyl)propan-1-amine